NC=1C=C(C=C(C1N)N)C(=O)NC1=CC=CC=C1 3,5-diamino-4-aminobenzeneanilide